5,6-Dihydro-dibenzo[b,f]azocine C1=CC=CC=2NCC3=C(C=CC21)C=CC=C3